4'-Chloro-[1,1'-biphenyl]-4-sulfonyl fluoride ClC1=CC=C(C=C1)C1=CC=C(C=C1)S(=O)(=O)F